trans-2-ethyl-2-(4-methoxyphenyl)cyclobutan-1-ol dineopentyl-2,3-diisobutylsuccinate C(C(C)(C)C)C(C(C(=O)O)(CC(C)C)CC(C)(C)C)(C(=O)O)CC(C)C.C(C)[C@@]1([C@@H](CC1)O)C1=CC=C(C=C1)OC